2-((4-(4-(2-azaspiro[4.5]decan-8-yl)phenyl)-2,3,9-trimethyl-6H-thieno[3,2-f][1,2,4]triazolo[4,3-a][1,4]diazepin-6-yl)methyl)oxazole C1NCCC12CCC(CC2)C2=CC=C(C=C2)C2=NC(C=1N(C3=C2C(=C(S3)C)C)C(=NN1)C)CC=1OC=CN1